BrC1=CC=C(C=C1)OC(=O)C1C(C2C1(C(C1=NC=CC=C1O2)=O)O)C2=CC=CC=C2 (4-bromophenyl)-7a-hydroxy-8-oxo-6-phenyl-5a,6,7a,8-tetrahydro-7H-cyclobuta[5,6]pyrano[3,2-b]pyridine-7-carboxylate